C(CC(=O)OCCCO[N+](=O)[O-])(=O)OCCCO[N+](=O)[O-] bis(3-(nitroxy) propyl) malonate